acrylic acid n-hexadecyl ester C(CCCCCCCCCCCCCCC)OC(C=C)=O